tert-butyl 4-(3-(((benzyloxy)carbonyl)amino)cyclobutyl)piperazine-1-carboxylate C(C1=CC=CC=C1)OC(=O)NC1CC(C1)N1CCN(CC1)C(=O)OC(C)(C)C